2-(5-Amino-4-methoxypyrazolo[1,5-a]pyridin-3-yl)acetonitrile hydrochloride Cl.NC1=C(C=2N(C=C1)N=CC2CC#N)OC